methyl 11-(4-((4-((7-(1-cyclopropyl-1H-pyrazol-4-yl)-3-methyl-4-oxo-4H-pyrido[1,2-a]pyrimidin-2-yl)amino)-3-fluorophenyl)sulfonyl)piperazin-1-yl)undecanoate C1(CC1)N1N=CC(=C1)C=1C=CC=2N(C(C(=C(N2)NC2=C(C=C(C=C2)S(=O)(=O)N2CCN(CC2)CCCCCCCCCCC(=O)OC)F)C)=O)C1